C[Si](OOC(C)(C)C)(C)C trimethyl-t-butyl-peroxysilane